5-(4-(2,4-difluorophenoxy)piperidin-1-yl)-4-(2-methoxynicotinamido)-N1,N1-dimethylphthalamide FC1=C(OC2CCN(CC2)C2=C(C=C(C(C(=O)N(C)C)=C2)C(=O)N)NC(C2=C(N=CC=C2)OC)=O)C=CC(=C1)F